N1=CC(=CC=C1)N1C=CC=2C(NC=CC21)=O 1-(pyridin-3-yl)-1H,4H,5H-pyrrolo[3,2-c]pyridin-4-one